C1(CC1)C1=CC(=NN1)NC1=NC(=NC=C1)N1C[C@@H](CC1)N(C(OC(C)(C)C)=O)C tert-butyl N-[(3R)-1-[4-[(5-cyclopropyl-1H-pyrazol-3-yl)amino]pyrimidin-2-yl]pyrrolidin-3-yl]-N-methyl-carbamate